Dimethylsilyl-(tetramethylcyclopentadienyl)(cyclododecylamino)titanium dichloride [Cl-].[Cl-].C[SiH](C)[Ti+2](NC1CCCCCCCCCCC1)C1(C(=C(C(=C1)C)C)C)C